3-[4-[(2S,6R)-2,6-dimethyl-4-piperidyl]anilino]piperidine-2,6-dione C[C@@H]1N[C@@H](CC(C1)C1=CC=C(NC2C(NC(CC2)=O)=O)C=C1)C